5,5-difluoro-N-(4-fluoro-4-(methylsulfonyl)-1-(2-oxopyrrolidin-3-yl)but-3-en-2-yl)-2-(9-hydroxy-9H-fluorene-9-carbonyl)-2-azabicyclo[2.2.2]octane-3-carboxamide FC1(C2C(N(C(C1)CC2)C(=O)C2(C1=CC=CC=C1C=1C=CC=CC21)O)C(=O)NC(CC2C(NCC2)=O)C=C(S(=O)(=O)C)F)F